1,3-bis(4-hydroxyphenyl)butane OC1=CC=C(C=C1)CCC(C)C1=CC=C(C=C1)O